tetraoctyl bis(tricosyl phosphite) C(CCCCCCCCCCCCCCCCCCCCCC)P(OCCCCCCCC)(OCCCCCCCC)[O-].C(CCCCCCCCCCCCCCCCCCCCCC)P(OCCCCCCCC)(OCCCCCCCC)[O-]